C(C)N1N=C(C2=C1C(NCC1(CCOCC1)C2)=O)CC(COC(CCSC)=O)(C)C 3-Methylsulfanyl-propionic acid [3-(1-ethyl-8-oxo-spiro[6,7-dihydro-4H-pyrazolo[3,4-c]azepin-5,4'-tetrahydropyran]-3-yl)-2,2-dimethyl-propyl] ester